2-(4-Bromophenyl)-3-fluoroquinoline BrC1=CC=C(C=C1)C1=NC2=CC=CC=C2C=C1F